COC(=O)C1=CC(=C2C(=N1)C=C(O2)[Si](C)(C)C)Cl 7-chloro-2-(trimethylsilyl)furo[3,2-b]pyridine-5-carboxylic acid methyl ester